NC=1C=CC=C2CN(C(C12)=O)CC1=CC=C(C=C1)OC 7-amino-2-[(4-methoxyphenyl)methyl]-2,3-dihydro-1H-isoindol-1-one